2-({6-[(1,3-benzothiazol-2-yl)amino]-5-methylpyridazin-3-yl}amino)-1,3-thiazole-4-carboxylic acid S1C(=NC2=C1C=CC=C2)NC2=C(C=C(N=N2)NC=2SC=C(N2)C(=O)O)C